NC=1C(=NC=C(N1)N1CCC(CC1)(C)N)SC=1C(=C(C=CC1)NC(=O)C1CCN(CC1)C=1C=C2CN(CC2=CC1)C(C1=C(C=C(C(=C1)C(C)C)O)O)=O)Cl N-(3-{[3-amino-5-(4-amino-4-methylpiperidin-1-yl)pyrazin-2-yl]sulfanyl}-2-chlorophenyl)-1-[2-(2,4-dihydroxy-5-isopropylbenzoyl)-1,3-dihydroisoindol-5-yl]piperidine-4-carboxamide